ClC=1C(=CC2=C(NC(NS2(=O)=O)C(C)C(CC)C)C1)S(=O)(=O)N 6-chloro-3-(3-methylpentan-2-yl)-3,4-dihydro-2h-benzo[e][1,2,4]thiadiazine-7-sulfonamide-1,1-dioxide